methyl 4-(5-chloropyridin-3-yl)-2-fluorobenzoate ClC=1C=C(C=NC1)C1=CC(=C(C(=O)OC)C=C1)F